2-(6-Chloropyrimidin-4-yl)-2-methylpropanenitrile ClC1=CC(=NC=N1)C(C#N)(C)C